NC=1N=NC(=CC1N1CCN(CC1)C1=NC=CC(=C1)CCC(=O)OC)Cl methyl 3-(2-(4-(3-amino-6-chloropyridazin-4-yl)piperazin-1-yl)pyridin-4-yl)propanoate